tert-Butyl 5-(3-{3-[(4-{[tert-butyl(dimethyl)silyl]oxy}phenyl)amino]-5-cyano-1-methyl-1H-pyrrol-2-yl}propoxy)-3-methyl-3,4-dihydroisoquinoline-2(1H)-carboxylate [Si](C)(C)(C(C)(C)C)OC1=CC=C(C=C1)NC1=C(N(C(=C1)C#N)C)CCCOC1=C2CC(N(CC2=CC=C1)C(=O)OC(C)(C)C)C